4-[4-(2,3-dichlorophenyl)piperazin-1-yl]-1-[3-chloro-10,11-dihydro-5H-dibenzo[b,f]azepin-5-yl]butan-1-one oxalate C(C(=O)O)(=O)O.ClC1=C(C=CC=C1Cl)N1CCN(CC1)CCCC(=O)N1C2=C(CCC3=C1C=CC=C3)C=CC(=C2)Cl